C(C1=CC=CC=C1)N(C1=C(C=CC(=N1)C(C(=O)OC(C)(C)C)C(=O)OCC)[N+](=O)[O-])CC1=CC=CC=C1 O1-tert-Butyl O3-ethyl 2-[6-(dibenzylamino)-5-nitropyridin-2-yl]propanedioate